[Si]([O-])([O-])([O-])[O-].[Mg+2].[Al+3].[Li+] lithium aluminium magnesium silicate